FC1=CC=C(C=C1)C1=CC=C2C=C(NC2=C1)C(=O)O 6-(4-fluorophenyl)-1H-indole-2-carboxylic acid